methyl 2-phenoxy-5-[(phenylcarbamoyl) amino]benzoate O(C1=CC=CC=C1)C1=C(C(=O)OC)C=C(C=C1)NC(NC1=CC=CC=C1)=O